FC(C(=O)N(C1=CC=C(C(=O)O)C=C1)CC1=CN=C2N=C(N)NC(=O)C2=N1)(F)F 10-(trifluoroacetyl)pteroic acid